(S)-(4-(benzo[d]oxazol-2-yl)-6,7-dihydro-1H-imidazo[4,5-c]pyridin-5(4H)-yl)(4-(difluoromethyl)-2-(1-methyl-1H-pyrazol-4-yl)oxazol-5-yl)methanone O1C(=NC2=C1C=CC=C2)[C@H]2N(CCC1=C2N=CN1)C(=O)C1=C(N=C(O1)C=1C=NN(C1)C)C(F)F